N-{[p-(2-{[methoxy(o-methoxyphenyl)methyl]carbonylamino}ethyl)phenyl]methyl}-3-amino-2-pyrazinecarboxamide COC(C(=O)NCCC1=CC=C(C=C1)CNC(=O)C1=NC=CN=C1N)C1=C(C=CC=C1)OC